N,N-dimethyl-N'-(3-thioxo-3H-1,2,4-dithiazol-5-yl)imidoformamide CN(C=NC1=NC(SS1)=S)C